methyl (R)-2-(6-(1-(tert-butoxycarbonyl)pyrrolidin-2-yl)-1-(cyclopropylmethyl)-1H-pyrrolo[2,3-b]pyridin-2-yl)-7-methoxy-1-methyl-1H-benzo[d]imidazole-5-carboxylate C(C)(C)(C)OC(=O)N1[C@H](CCC1)C1=CC=C2C(=N1)N(C(=C2)C2=NC1=C(N2C)C(=CC(=C1)C(=O)OC)OC)CC1CC1